2-{3-[(4-methanesulfonyl-3-methoxyphenyl)amino]prop-1-yn-1-yl}-N-(1-methylpiperidin-4-yl)-1-(2,2,2-trifluoroethyl)-1H-indol-4-amine CS(=O)(=O)C1=C(C=C(C=C1)NCC#CC=1N(C=2C=CC=C(C2C1)NC1CCN(CC1)C)CC(F)(F)F)OC